2-(azetidin-3-ylmethyl)-N-[(1S)-1-(dicyclohexylmethyl)-2-[4-(3,5-dimethyl-1H-pyrazol-4-yl)anilino]-2-oxo-ethyl]pyrazole-3-carboxamide N1CC(C1)CN1N=CC=C1C(=O)N[C@H](C(=O)NC1=CC=C(C=C1)C=1C(=NNC1C)C)C(C1CCCCC1)C1CCCCC1